ClC1=C(CNC(=O)C2C=3C=CC=NC3C(CC2)O)C=CC=C1Cl N-(2,3-dichlorobenzyl)-8-hydroxy-5,6,7,8-tetra-hydroquinoline-5-carboxamide